C12(CC3CC(CC(C1)C3)C2)CN2C[C@@H]3[C@H](C2)CC(C3)NC3=C(C(=C(C=C3)C=3C(=NN(C3)C)C)F)F (3aR,5r,6aS)-2-(1-adamantylmethyl)-N-[4-(1,3-dimethylpyrazol-4-yl)-2,3-difluoro-phenyl]-3,3a,4,5,6,6a-hexahydro-1H-cyclopenta[c]pyrrol-5-amine